1-(10-(2-ethylhexyl) phenothiazin-3-yl)-1-cyclohexyl-propyl ketone C(C)C(CN1C2=CC=CC=C2SC=2C=C(C=CC12)C(CC)(C1CCCCC1)C(=O)C(CC)(C=1C=CC=2N(C3=CC=CC=C3SC2C1)CC(CCCC)CC)C1CCCCC1)CCCC